CN(CCCOC1=NC=C(C=C1NS(=O)(=O)C1=CC=CC=C1)C1=CC=2C3=C(C=NC2C=C1)N(CC31C(CCC1)=O)C)C N-(2-(3-(Dimethylamino)propoxy)-5-(3'-methyl-2-oxo-2',3'-dihydrospiro[cyclopentane-1,1'-pyrrolo[2,3-c]quinolin]-8'-yl)pyridin-3-yl)benzenesulfonamide